C(C)[C@H]1C[C@H](N(C[C@@H]1F)C(=O)N[C@@H](C)\C=C\S(=O)(=O)C)C1=CC=CC=C1 (2S,4S,5R)-4-ethyl-5-fluoro-N-((S,E)-4-(methylsulfonyl)but-3-en-2-yl)-2-phenylpiperidine-1-carboxamide